methyl 4-(3-ethyl-1-methyl-4-(phenethylamino)-1H-pyrazolo[3,4-d]pyrimidin-6-yl)benzoate C(C)C1=NN(C2=NC(=NC(=C21)NCCC2=CC=CC=C2)C2=CC=C(C(=O)OC)C=C2)C